C1(=CC=CC=C1)S(=O)(=O)N1C=C(C2=CC=C(C(=C12)F)Cl)S(=O)(=O)NC1=NC(=C(C=C1F)OCC(F)F)OC 1-(benzenesulfonyl)-6-chloro-N-[5-(2,2-difluoroethoxy)-3-fluoro-6-methoxy-2-pyridinyl]-7-fluoro-indole-3-sulfonamide